N-[(3S)-1-(pyrazin-2-yl)piperidin-3-yl]carbamic acid tert-butyl ester C(C)(C)(C)OC(N[C@@H]1CN(CCC1)C1=NC=CN=C1)=O